C1(CCCC1)C(CO)(C1=CC=CC=C1)O 1-cyclopentyl-1-phenyl-1,2-ethylene glycol